C(C)OCC1(CCN(CC1)CC1=CC=C(C=C1)C#C[Si](C)(C)C)CCC1=CC=CC=C1 4-(ethoxymethyl)-4-phenethyl-1-(4-((trimethylsilyl)ethynyl)benzyl)piperidine